(4-(triphenylsilyl)phenyl)boronic acid C1(=CC=CC=C1)[Si](C1=CC=C(C=C1)B(O)O)(C1=CC=CC=C1)C1=CC=CC=C1